C(=O)(O)CNC(CNC(=O)[C@H]([C@@H](C)O)NC(CCCC(=O)O)=O)=O 5-[[(1S,2R)-1-[[2-(carboxymethylamino)-2-oxo-ethyl]carbamoyl]-2-hydroxy-propyl]amino]-5-oxo-pentanoic acid